4-((1S,2S)-2-(6-(2,4-dimethoxypyrimidin-5-yl)imidazo[1,2-b]pyridazin-8-yl)cyclopropyl)-2,6-difluorobenzonitrile COC1=NC=C(C(=N1)OC)C=1C=C(C=2N(N1)C=CN2)[C@@H]2[C@H](C2)C2=CC(=C(C#N)C(=C2)F)F